[1,1'-biphenyl]-4,4'-dicarbonitrile C1(=CC=C(C=C1)C#N)C1=CC=C(C=C1)C#N